FC1=C(C=CC(=C1)[N+](=O)[O-])N1CCC(CC1)C1CCN(CC1)C(=O)OC(C)(C)C tert-butyl 1'-(2-fluoro-4-nitrophenyl)-[4,4'-bipiperidine]-1-carboxylate